FCCN1CCN(CC1)C1=NC=2N(C=C1)N=C(C2C#N)C2=CC(=CC=C2)F 5-[4-(2-Fluoroethyl)piperazin-1-yl]-2-(3-fluorophenyl)pyrazolo[1,5-a]pyrimidine-3-carbonitrile